OCC#CC1=CC(=C(C=C1)COC1=C(C=C(C=C1)C1C=2C(NC(C1)=O)=NNC2)OC)C(F)(F)F 4-(4-{[4-(3-hydroxyprop-1-yn-1-yl)-2-(trifluoromethyl)phenyl]methoxy}-3-methoxyphenyl)-2H,4H,5H,6H,7H-pyrazolo[3,4-b]pyridin-6-one